N-(5-Cyclopropyl-1H-pyrazol-3-yl)-2-[4-[[(2,2-difluorocyclobutyl)amino]methyl]-2-azabicyclo[2.1.1]hexan-2-yl]pyrimidin-4-amine C1(CC1)C1=CC(=NN1)NC1=NC(=NC=C1)N1C2CC(C1)(C2)CNC2C(CC2)(F)F